1-(4-methylphenylethyl)-1H-pyrazole-4-carboxylic acid ethyl ester C(C)OC(=O)C=1C=NN(C1)CCC1=CC=C(C=C1)C